N1(CCNCC1)C=1SC=C(N1)C(F)(F)F 2-(piperazin-1-yl)-4-(trifluoromethyl)thiazole